ClC1=C(C=C(C=C1)N1C([C@@H]2N(CCN(C2)C#N)CC1)=O)C(F)(F)F (R)-8-(4-chloro-3-(trifluoromethyl)phenyl)-9-oxooctahydro-2H-pyrazino[1,2-a]pyrazine-2-carbonitrile